(2Z)-N-(2-ethoxyphenyl)-2-[(4-ethoxyphenyl)imino]-5-(hydroxymethyl)-8-methyl-2H-pyrano[2,3-C]pyridine-3-carboxamide C(C)OC1=C(C=CC=C1)NC(=O)C/1=CC=2C(=C(N=CC2CO)C)O\C1=N/C1=CC=C(C=C1)OCC